CC=1N=NN2C1CN(C1=C2C=CN=C1NC(=O)C1CC1)C N-(3,5-dimethyl-4,5-dihydropyrido[3,4-e][1,2,3]triazolo[1,5-a]pyrazin-6-yl)cyclopropanecarboxamide